N(=[N+]=[N-])C[C@]1(C[C@H](N(C1)C(=O)OC(C)(C)C)C(=O)OCC1=CC=CC=C1)F (2S,4R)-2-benzyl 1-tert-butyl 4-(azidomethyl)-4-fluoropyrrolidine-1,2-dicarboxylate